3-{2-chloro-6-[1-oxo-4-(trifluoromethyl)-3H-isoindol-2-yl]pyridin-4-yl}-4-(4-methyl-1,2,4-triazol-3-yl)benzonitrile ClC1=NC(=CC(=C1)C=1C=C(C#N)C=CC1C1=NN=CN1C)N1C(C2=CC=CC(=C2C1)C(F)(F)F)=O